bis(2-mercaptoethyl)sulfone SCCS(=O)(=O)CCS